C1(=CC=CC=C1)NC(=O)C1=CC(=NC(=C1)C=1N=NN(C1)C=1C(=C(C(=O)O)C=CC1)O)C=1N=NN(C1)C=1C(=C(C(=O)O)C=CC1)O 4'-((4-(phenylcarbamoyl)pyridine-2,6-diyl)bis(1H-1,2,3-triazole-4,1-diyl))bis(2-hydroxybenzoic acid)